3-(4-(3-Fluorophenoxy)phenyl)-2-methyl-5,6,7,8-tetrahydroquinolin-4(1H)-one FC=1C=C(OC2=CC=C(C=C2)C2=C(NC=3CCCCC3C2=O)C)C=CC1